BrC=1C=C2C(=CC(=NC2=C(C1)F)C1CC1)N(C=1SC(=C(N1)C=1C=NC(=CC1)C)C#N)C 2-((6-bromo-2-cyclopropyl-8-fluoroquinolin-4-yl)(methyl)amino)-4-(6-methylpyridin-3-yl)thiazole-5-carbonitrile